(S)-4-(6-(8-fluoro-2-methylimidazo[1,2-a]pyridine-6-carboxamido)pyridin-3-yl)-2-methylpiperazine-1-carboxylic acid tert-butyl ester C(C)(C)(C)OC(=O)N1[C@H](CN(CC1)C=1C=NC(=CC1)NC(=O)C=1C=C(C=2N(C1)C=C(N2)C)F)C